C(C)(C)(C)OC(=O)N1C(CCC1)C1=CC(=NC=C1)N (2-aminopyridin-4-yl)pyrrolidine-1-carboxylic acid tert-butyl ester